C(C)(C)(C)OC(N[C@H]1C2N(CC1CC2)C(=O)C2=CC1=C(C(=C(O1)C=1N(C3=CC(=CC=C3C1)Br)CC1CC1)C)C(=C2)OC)=O tert-Butyl-((7R)-2-(2-(6-bromo-1-(cyclopropylmethyl)-1H-indol-2-yl)-4-methoxy-3-methylbenzofuran-6-carbonyl)-2-azabicyclo[2.2.1]heptan-7-yl)carbamate